N-((1-(4-(5-(trifluoromethyl)-1,2,4-oxadiazol-3-yl)phenyl)-1H-imidazol-4-yl)methyl)benzenesulfonamide FC(C1=NC(=NO1)C1=CC=C(C=C1)N1C=NC(=C1)CNS(=O)(=O)C1=CC=CC=C1)(F)F